CC1=NC=C2C=CC=NC2=C1 7-methyl-1,6-naphthyridin